1-Cyclopentyl-3-methyl-8-(1-methyl-1H-indazol-5-yl)-7-(methylsulfonyl)-3,6-dihydroimidazo[4,5-d]pyrrolo[2,3-b]pyridin-2(1H)-one C1(CCCC1)N1C(N(C=2C1=C1C(=NC2)NC(=C1C=1C=C2C=NN(C2=CC1)C)S(=O)(=O)C)C)=O